COC(C1=C(C(=CC=C1)OC)OC)=O.C(=O)(O)COC1=C(C(/C=C/C2=CC=C(C=C2)OCC=C(C)C)=O)C=CC(=C1)OCC=C(C)C 2'-Carboxymethoxy-4,4'-bis(3-methyl-2-butenyloxy)chalcone methyl-2,3-dimethoxy-benzoate